O1CCN(CC1)C1=CC=C(C=C1)C(C#C)(O)C1=CC=C(C=C1)N1CCOCC1 1,1-bis(4-morpholinophenyl)prop-2-yn-1-ol